C1=CC=CC=2C3=CC=CC=C3C(C12)COC(=O)N[C@H](C(=O)OC(C)(C)C)CC1=NC(=CC=C1)N tert-butyl (S)-2-((((9H-fluoren-9-yl)methoxy)carbonyl)amino)-3-(6-aminopyridin-2-yl)propanoate